sodium phenylphosphinate C1(=CC=CC=C1)P([O-])=O.[Na+]